C(C1=CC=CC=C1)N(C(=O)NC1=CC(=C(C=C1)Cl)Cl)C1CCN(CC1)CC(C)F 1-benzyl-3-(3,4-dichlorophenyl)-1-(1-(2-fluoropropyl)piperidin-4-yl)urea